6-(3-Isopropyl-5-(octahydrocyclopenta[c]pyrrol-5-yl)-1H-indol-2-yl)-7,8-dimethyl-[1,2,4]triazolo[1,5-a]pyridin C(C)(C)C1=C(NC2=CC=C(C=C12)C1CC2C(CNC2)C1)C=1C(=C(C=2N(C1)N=CN2)C)C